4-(2,2,2-trifluoroethyl)-1-((2-(trimethylsilyl) ethoxy) methyl)-1H-pyrazole-3-carboxylate FC(CC=1C(=NN(C1)COCC[Si](C)(C)C)C(=O)[O-])(F)F